O=C1NC(CCC1N1C(C2=CC=C(C=C2C1=O)N1CCC(CC1)NC(=O)C1=CC=C(C(=O)O)C=C1)=O)=O 4-((1-(2-(2,6-dioxopiperidin-3-yl)-1,3-dioxoisoindolin-5-yl)piperidin-4-yl)carbamoyl)benzoic acid